1-(5-bromo-2-fluoro-phenyl)ethanone BrC=1C=CC(=C(C1)C(C)=O)F